F[C@@H]1CC2=CC=3CCCC3C(=C2C1)NC(=O)N[S@](=O)(=N)C=1C=NN2C1OCC(C2)(C)C (R)-N-(((R)-2-fluoro-1,2,3,5,6,7-hexahydro-s-indacen-4-yl)carbamoyl)-6,6-dimethyl-6,7-dihydro-5H-pyrazolo[5,1-b][1,3]oxazine-3-sulfonimidamide